[Zn].[Au].[Cu] copper-gold-zinc